(2S)-2-amino-2-[(1R)-7-bromotetralin-1-yl]-N-[4-(3-methyl-imidazol-4-yl)-phenyl]acetamide N[C@H](C(=O)NC1=CC=C(C=C1)C=1N(C=NC1)C)[C@@H]1CCCC2=CC=C(C=C12)Br